FCC fLuoroethane